ClC1=NC(=C(C(=C1C#N)CC)C#N)N1CCN(CCC1)CCO 2-chloro-4-ethyl-6-(4-(2-hydroxyethyl)-1,4-diazepan-1-yl)pyridine-3,5-dicarbonitrile